[Fe]Cl.CC1=C(C(=CC=C1)C)C=1C(C(N=CC1)=N)=N 2,6-dimethylphenyl-bis(imino)pyridine iron monochloride